(3aR,5s,6aS)-methyl 2-(5-(3-cyano-6-(1-methyl-1H-pyrazol-3-yl) pyrazolo[1,5-a]pyridin-4-yl) pyridin-2-yl)-5-methyloctahydrocyclopenta[c]pyrrole-5-carboxylate C(#N)C=1C=NN2C1C(=CC(=C2)C2=NN(C=C2)C)C=2C=CC(=NC2)N2C[C@@H]1[C@H](C2)CC(C1)(C(=O)OC)C